C(C)(=O)N[C@H](C(=O)N1[C@@H]([C@@H]2[C@H](C1)CCC2)C(=O)N[C@@H](C[C@H]2C(NCC2)=O)\C=C(\S(=O)(=O)C)/F)C2=CC=CC=C2 (1S,3aR,6aS)-2-((S)-2-acetamido-2-phenylacetyl)-N-((S,E)-4-fluoro-4-(methylsulfonyl)-1-((S)-2-oxopyrrolidin-3-yl)but-3-en-2-yl)octahydrocyclopenta[c]pyrrole-1-carboxamide